C(CCC)C1=CC(CC(O1)=O)=O 6-n-butyl-pyran-2,4-dione